N-(3-((tert-butyldimethylsilyl)oxy)propyl)-2-chloro-5-(1-(difluoromethyl)-1H-pyrazol-3-yl)pyridin-4-amine [Si](C)(C)(C(C)(C)C)OCCCNC1=CC(=NC=C1C1=NN(C=C1)C(F)F)Cl